N-((4'-((tert-Butoxycarbonyl)amino)-[1,1'-biphenyl]-4-carbonyl)-L-seryl)-O-(tert-butyldiphenylsilyl)-L-serine methyl ester COC([C@@H](NC([C@@H](NC(=O)C1=CC=C(C=C1)C1=CC=C(C=C1)NC(=O)OC(C)(C)C)CO)=O)CO[Si](C1=CC=CC=C1)(C1=CC=CC=C1)C(C)(C)C)=O